N-(3-(azepan-1-yl)-4-(2-phenyl-4-propylpiperazine-1-carbonyl)phenyl)Cyclopropanecarboxamide N1(CCCCCC1)C=1C=C(C=CC1C(=O)N1C(CN(CC1)CCC)C1=CC=CC=C1)NC(=O)C1CC1